2-methoxy-N-(2-(2,2,2-trifluoroethoxy)phenethyl)acetamide triacontyl-tetracos-15-enoate C(CCCCCCCCCCCCCCCCCCCCCCCCCCCCC)OC(CCCCCCCCCCCCCC=CCCCCCCCC)=O.COCC(=O)NCCC1=C(C=CC=C1)OCC(F)(F)F